ethyl 1-(4-methoxybenzyl)-3-methyl-2-oxopiperidine-3-carboxylate COC1=CC=C(CN2C(C(CCC2)(C(=O)OCC)C)=O)C=C1